C(C)(C)(C)OC(=O)N1C(CC(=CC1)C1=NC(=CC=C1)Br)C.FC1(CCN(CC1)C=1C=CC(=C(C(=O)NCC2=CC(=CC=C2)C=2SC=CN2)C1)OCC)F 5-(4,4-Difluoropiperidin-1-yl)-2-ethoxy-N-(3-(thiazol-2-yl)benzyl)benzamide tert-butyl-6-bromo-2'-methyl-3',6'-dihydro-[2,4'-bipyridine]-1'(2'H)-carboxylate